FC1=C(C=C(C(=C1)C)SCC(F)(F)F)\N=C\1/SCC(N1)=O (2Z)-2-({2-fluoro-4-methyl-5-[(2,2,2-trifluoroethyl)sulfanyl]Phenyl}imino)-1,3-thiazolidin-4-one